O1CCOC2=NC(=CC=C21)C(C)N2C[C@@H](N(C[C@H]2C)C=2C=1C(N(C(C2)=O)C)=CN(N1)CC#N)C 2-(7-((2S,5R)-4-(1-(2,3-dihydro-[1,4]dioxino[2,3-b]pyridin-6-yl)ethyl)-2,5-dimethylpiperazin-1-yl)-4-methyl-5-oxo-4,5-dihydro-2H-pyrazolo[4,3-b]pyridin-2-yl)acetonitrile